(S)-6-((1H-pyrazol-5-yl)methoxy)-N-(3-(1-(4-methyl-4H-1,2,4-triazol-3-ylthio)ethyl)phenyl)isoquinoline-3-carboxamide N1N=CC=C1COC=1C=C2C=C(N=CC2=CC1)C(=O)NC1=CC(=CC=C1)[C@H](C)SC1=NN=CN1C